di(dichloro-penta-fluoropentanoyl) peroxide ClC(C(C(=O)OOC(C(C(CC(F)(F)F)(Cl)Cl)(F)F)=O)(F)F)(CC(F)(F)F)Cl